NC=1N=CC(=NC1C=1C=C2CCNC(C2=CC1F)=O)B(O)O (5-amino-6-(7-fluoro-1-oxo-1,2,3,4-tetrahydroisoquinolin-6-yl)pyrazin-2-yl)boronic acid